dibenzocyclooctynyl alcohol C1(=CC=CC=2C#CCCC3=C(C21)C=CC=C3)O